C1=C2C3=C(C(NC2=CC=N1)=O)N1C(=N3)C=CN=C1 pyrimido[6',1':2,3]imidazo[4,5-c][1,6]naphthyridin-6(5H)-one